4-hydroxybutanolat OCCCC[O-]